Ethyl 3-(3-((1-(5-((4,6-difluoro-1-((2-(trimethylsilyl)ethoxy)methyl)-1H-indol-5-yl)oxy)-2-fluorophenyl)-5-(2-oxopyrrolidin-1-yl)-1H-pyrazol-3-yl)methyl)phenyl)propanoate FC1=C2C=CN(C2=CC(=C1OC=1C=CC(=C(C1)N1N=C(C=C1N1C(CCC1)=O)CC=1C=C(C=CC1)CCC(=O)OCC)F)F)COCC[Si](C)(C)C